C(C1=CC=CC=C1)[C@H]1C[C@@H](N(C1)C(=O)OC(C)(C)C)C(N[C@H](C(=O)NCC1=C(C(=CC(=C1)Cl)C)O)C)=O tert-butyl (2R,4S)-4-benzyl-2-(((S)-1-((5-chloro-2-hydroxy-3-methylbenzyl)amino)-1-oxopropan-2-yl)carbamoyl)pyrrolidine-1-carboxylate